rac-(3R)-3-(4-{[1-(piperidine-4-carbonyl)piperidin-4-yl]methoxy}phenyl)piperidine-2,6-dione N1CCC(CC1)C(=O)N1CCC(CC1)COC1=CC=C(C=C1)[C@@H]1C(NC(CC1)=O)=O |r|